BrC1=NN2C(N(C(=C(C2=O)N2CCN(CC2)C(C2=NC=CC=C2O)=O)CC)CC(=O)NC2=C(C=C(C=C2)C(F)(F)F)C)=N1 2-(2-Bromo-5-ethyl-6-(4-(3-hydroxypicolinoyl)piperazin-1-yl)-7-oxo-[1,2,4]triazolo[1,5-a]pyrimidin-4(7H)-yl)-N-(2-methyl-4-(trifluoromethyl)phenyl)acetamide